Cl.NC1(CC1)CC#N 2-(1-aminocyclopropyl)acetonitrile hydrochloride